Octamethylendiisocyanat C(CCCCCCCN=C=O)N=C=O